[Si](C)(C)(C(C)(C)C)OCCN(C(OC(C)(C)C)=O)CC1=C2C=CN(C2=CC(=C1)F)CC(=O)N(C)OC tert-butyl (2-((tert-butyldimethylsilyl)oxy)ethyl)((6-fluoro-1-(2-(methoxy(methyl)amino)-2-oxoethyl)-1H-indol-4-yl)methyl)carbamate